C(\C=C/C(=O)[O-])(=O)[O-].C(CCCCCCCCCCC)(=O)[O-].C(CCCCCCCCCCC)(=O)[O-].C(CCC)[Sn+4]CCCC dibutyl-tin dilaurate maleate